N1=CNC=2C=[NH+]C=CC21 3H-imidazo[4,5-c]pyridin-5-ium